methyl (R)-2-(5-((6-(((S)-1-(4-(tert-butyl)phenyl)ethyl)carbamoyl)-1-isobutyl-2-methyl-1H-indol-3-yl)methyl)-2-fluorophenoxy)propanoate C(C)(C)(C)C1=CC=C(C=C1)[C@H](C)NC(=O)C1=CC=C2C(=C(N(C2=C1)CC(C)C)C)CC=1C=CC(=C(O[C@@H](C(=O)OC)C)C1)F